C(C)C(CS(=O)(=O)C=1C=C(C(C(=O)O)=CC1)C(=O)O)CCCC 4-(2-ethylhexylsulfonyl)phthalic acid